ClC1=NC2=CC(=C(C=C2C(=N1)NCC1=COC=C1)OC)OC 2-Chloro-N-(furan-3-ylmethyl)-6,7-dimethoxy-quinazolin-4-amine